C(C)C(=O)C=C ethyl-vinylketone